6-tert-butyl-4-[3-(2,4,8,10-tetra-tert-butyldibenzo[d,f][1,3,2]dioxaphosphepin-6-yloxy)propyl]o-cresol C(C)(C)(C)C=1C=C(C=C(C1O)C)CCCOP1OC2=C(C3=C(O1)C(=CC(=C3)C(C)(C)C)C(C)(C)C)C=C(C=C2C(C)(C)C)C(C)(C)C